C(C)(=O)O.FC=1C(=C(C=CC1F)C(=O)N1CC(C1)(O)CNCCC1=CC=C(C=C1)C)NC1=C(C=C(C=C1)I)F 1-({3,4-difluoro-2-[(2-fluoro-4-iodophenyl)amino]phenyl}carbonyl)-3-({[2-(4-methylphenyl)ethyl]amino}methyl)azetidin-3-ol acetate salt